Ethylene glycol dimethyl-methyl-acrylate CC(=C(C(=O)OCCO)C)C